C(C1=CC=CC=C1)CC(CC(=O)N(CC(=O)[O-])NC(CP(=O)(OCC)OCC)=O)C 2-[benzyl [(diethoxyphosphoryl)acetylamino]-3-methylbutyrylamino]acetate